NC=1N=C(C2=C(N1)C=C(S2)I)O 2-amino-6-iodothieno[3,2-d]pyrimidin-4-ol